N12NCCC(CC1)C2C(=O)N diazabicyclo[3.2.1]octane-8-carboxamide